O[C@@H](CN(C(C)=O)C)C1=CC=C(C=C1)OCCCCSC1=NN=NN1C (R)-N-(2-Hydroxy-2-(4-(4-((1-methyl-1H-tetrazol-5-yl)thio)butoxy)phenyl)ethyl)-N-methylacetamide